CC(C)C1=CC2=C(N=N1)C=1N(C(N2)=O)CC(N1)=O (propan-2-yl)imidazo[1',2':1,6]pyrimido[5,4-c]pyridazine-6,9(5H,8H)-dione